ClC1=CC(=C(CSC=2N(C(C3=C(N2)N=CS3)=O)C=3C=NC(=CC3)O)C=C1)F 5-((4-chloro-2-fluorobenzyl)thio)-6-(6-hydroxypyridin-3-yl)thiazolo[4,5-d]pyrimidin-7(6H)-one